FC1=C(C=C(C=C1)F)[C@@H]1N(C[C@H](C1)F)C=1C=CC=2N(N1)C(=CN2)/C=C/C2=CC=C(C=N2)N2C(CNCC2)=O (6-((E)-2-(6-((2R,4S)-2-(2,5-difluorophenyl)-4-fluoropyrrolidin-1-yl)imidazo[1,2-b]Pyridazin-3-yl)Vinyl)pyridin-3-yl)Piperazin-2-one